FC(OC1=CC=C(C=C1)C1=CN=C2N1C=CN=C2NC2=CC(=C(C(=O)NCCCC[C@@H](C(=O)OC)NC(=O)OC(C)(C)C)C=C2)C)F methyl (2S)-6-[[4-[[3-[4-(difluoromethoxy)phenyl]imidazo[1,2-a]pyrazin-8-yl]amino]-2-methylbenzoyl]amino]-2-[(2-methylpropan-2-yl)oxycarbonylamino]hexanoate